FC(OC=1C=C(C=CC1)C1=NN(C=2C[C@@H](CCC12)C(=O)N[C@H](CO)C)C(C)C)F (R)-3-(3-(difluoromethoxy)phenyl)-N-((S)-1-hydroxy-propan-2-yl)-1-isopropyl-4,5,6,7-tetrahydro-1H-indazole-6-carboxamide